BrCC1=C[C@H](N=C(N1)C=1SC=CN1)C1=C(C(=C(C=C1)F)F)C (S)-6-(Bromomethyl)-4-(3,4-difluoro-2-methylphenyl)-2-(thiazol-2-yl)-1,4-dihydropyrimidine